(2-((((4-((allyloxy)carbonyl)piperidin-1-yl)sulfonyl)carbamoyl)oxy)acetyl)-L-alanyl-L-alanine C(C=C)OC(=O)C1CCN(CC1)S(=O)(=O)NC(=O)OCC(=O)N[C@@H](C)C(=O)N[C@@H](C)C(=O)O